(6-(4-chloro-3-cyclopropyl-1H-pyrrolo[2,3-b]pyridin-5-yl)pyridin-2-yl)imidazolidin-2-one ClC1=C2C(=NC=C1C1=CC=CC(=N1)N1C(NCC1)=O)NC=C2C2CC2